4-(6-(1-methyl-1H-1,2,4-triazole-5-carboxamido)-1H-pyrrolo[2,3-b]pyridin-2-yl)benzoic acid CN1N=CN=C1C(=O)NC1=CC=C2C(=N1)NC(=C2)C2=CC=C(C(=O)O)C=C2